3,11a,12,14,15-pentaaza-7,10-methanocyclohepta[4,5]cycloocta[1,2,3-de]naphthalene-15-carboxylate C1=CN=C2C=3C(=NC=NC13)N1C(=CC=C2)C2=CC=C(C1)N2C(=O)[O-]